FC(C=1C=NC(=NC1)N1C2CN(CC1CC2)C(=O)OC(C)(C)C)(F)F.C(CC)C2=CC=C(C=C2)C=CC p-propyl phenyl propylene tert-butyl 8-(5-(trifluoromethyl)pyrimidin-2-yl)-3,8-diazabicyclo[3.2.1]octane-3-carboxylate